1-(4-((2-(4-((3,5-difluoro-4-(trifluoromethoxy)benzyl)amino)butoxy)ethyl)amino)-1H-indazol-6-yl)-1H-1,2,3-triazol-4-ol FC=1C=C(CNCCCCOCCNC2=C3C=NNC3=CC(=C2)N2N=NC(=C2)O)C=C(C1OC(F)(F)F)F